C1(CCC1)C=1C(=NN(C1NC(C(C)C1CC(C1)(F)F)=O)C)C1CC(C1)(F)F N-(4-cyclobutyl-3-(3,3-difluoro-cyclobutyl)-1-methyl-1H-pyrazol-5-yl)-2-(3,3-difluorocyclobutyl)propanamide